potassium trifluoro-[[(5-fluoro-2-methoxy-benzoyl)amino]methyl]borane FC1=C(C(=C(C(=C1C(=O)NCB)OC)F)F)F.[K]